Cl.CC(CC(=O)O)(C(=O)O)C 3,3-Dimethylsuccinate Hydrochloride